C(C)C1=C(C(=CC(=C1)C)CC)NC1=CC=C(C=2C(C3=CC=CC=C3C(C12)=O)=O)NC1=C(C=C(C=C1CC)C)CC 1,4-bis[(2,6-diethyl-4-methylphenyl)amino]anthraquinone